2-(4-bromo-2,5-bis(methoxy-d3)phenyl)ethan-1,1,2,2-d4-1-amine BrC1=CC(=C(C=C1OC([2H])([2H])[2H])C(C(N)([2H])[2H])([2H])[2H])OC([2H])([2H])[2H]